C(C)(C)OC1=NC=2N(C=C1C(=O)NC=1C=NN3C1N=CC(=C3)C)C=C(N2)C23COC(CC2)(C3)C 7-Isopropoxy-2-(1-methyl-2-oxabicyclo[2.2.1]heptan-4-yl)-N-(6-methylpyrazolo[1,5-a]pyrimidin-3-yl)imidazo[1,2-a]pyrimidine-6-carboxamide